FC(CC=1C2=C(C(N(C1)C)=O)C(=C(N2)C2=CC(=NC=C2)NC([C@H](CC(F)F)C2=CC=C(C=C2)F)=O)C2=CC=CC=C2)F (2R)-N-{4-[7-(2,2-difluoroethyl)-5-methyl-4-oxo-3-phenyl-4,5-dihydro-1H-pyrrolo[3,2-c]pyridin-2-yl]pyridin-2-yl}-4,4-difluoro-2-(4-fluorophenyl)butanamide